3-(1,4-Dimethyl-1H-benzo[d][1,2,3]triazol-5-yl)-3-(4-methyl-3-((2-methyl-2-(p-tolyl)morpholino)methyl)phenyl)propanoic acid, formic acid salt C(=O)O.CN1N=NC2=C1C=CC(=C2C)C(CC(=O)O)C2=CC(=C(C=C2)C)CN2CC(OCC2)(C2=CC=C(C=C2)C)C